6-Methyl-pyridine-2-carboxylic acid [3-(2-hydroxy-2-phenyl-ethylcarbamoyl)-adamantan-1-yl]-amide OC(CNC(=O)C12CC3(CC(CC(C1)C3)C2)NC(=O)C2=NC(=CC=C2)C)C2=CC=CC=C2